1-(2,2-dimethoxyethyl)-1H-indole-6-carboxylic acid COC(CN1C=CC2=CC=C(C=C12)C(=O)O)OC